O=C(CC(C(=O)OC)CC(C1=CC=CC=C1)=O)C1=CC=CC=C1 methyl 4-oxo-2-(2-oxo-2-phenylethyl)-4-phenylbutyrate